2-(2-hydroxypropan-2-yl)-1-((4-methoxyphenyl) imino)-3-phenyl-1H-indene-5-yl 4-chlorobenzenesulfonate ClC1=CC=C(C=C1)S(=O)(=O)OC=1C=C2C(=C(C(C2=CC1)=NC1=CC=C(C=C1)OC)C(C)(C)O)C1=CC=CC=C1